4-amino-4-(pyridin-2-ylmethyl)piperidine-1-carboxylic acid tert-butyl ester C(C)(C)(C)OC(=O)N1CCC(CC1)(CC1=NC=CC=C1)N